5-(4-Acetyl-piperazin-1-yl)-1-isopropyl-7-((R)-1-chinolin-3-yl-ethylamino)-1H-pyrazolo[4,3-d]pyrimidin-3-carbonitril C(C)(=O)N1CCN(CC1)C=1N=C(C2=C(N1)C(=NN2C(C)C)C#N)N[C@H](C)C=2C=NC1=CC=CC=C1C2